NC1=NC=2C=C(C(=CC2C2=C1C=NN2C)C(=O)NN2CCC1=NC(=CC=C12)Br)F 4-amino-N-(5-bromo-2,3-dihydro-1H-pyrrolo[3,2-b]pyridin-1-yl)-7-fluoro-1-methyl-1H-pyrazolo[4,3-c]quinoline-8-carboxamide